C1=CC(=CC=2C3=CC=C(C=C3C=CC12)O)O phenanthren-3,7-diol